CC1=CC=C(C=C1)S(=O)(=O)OC1=C(C=CC=C1)NC(=O)NC1=CC(=CC=C1)OS(=O)(=O)C1=CC=CC=C1 N-[2-(p-toluenesulfonyloxy)phenyl]-N'-[3-(benzenesulfonyloxy)phenyl]urea